(3S,4S)-4-((tert-butoxycarbonyl)amino)-3-methyl-2-oxa-8-azaspiro[4.5]decane C(C)(C)(C)OC(=O)N[C@@H]1[C@@H](OCC12CCNCC2)C